FC1=C(C(=CC2=CN(N=C12)C)N=C(C1=CC=CC=C1)C1=CC=CC=C1)OC N-(7-fluoro-6-methoxy-2-methyl-indazol-5-yl)-1,1-diphenyl-methanimine